OCC1=CC=C2C(=NN(C2=C1C)C=1C=CC(=NC1)N1CC2C(C2C1)C(=O)OC)C=1C2=CN(N=C2C=CC1)C methyl 3-{5-[6-(hydroxymethyl)-2',7-dimethyl-1H,2'H-[3,4'-biindazol]-1-yl]pyridin-2-yl}-3-azabicyclo[3.1.0]hexane-6-carboxylate